CC(CCCO)CCCCC 4-methylnonanol